N-ethyl-N-methylimidazolinecarboxamide C(C)N(C(=O)N1C=NCC1)C